C(CCCCCCC\C=C/CCCCCCCC)(=O)NCC(=O)O N-Oleoyl-Glycine